C(CCCC=CCCCCCCCCC=CCC=CCCCCC)N tetracosa-5,15,18-trien-1-amine